C(#N)C=1C=C(C=NC1)N1N=CC(=C1C(F)(F)F)C(=O)N 1-(5-cyanopyridin-3-yl)-5-(trifluoromethyl)-1H-pyrazole-4-carboxamide